N1=CN=C2N=CNC2=C1N[C@@H]1[C@H]([C@@H]([C@H]([C@@H](O1)CO)NC(C[C@H]1CN(CC1)C(=O)OC(C)(C)C)=O)O)O tert-butyl (S)-3-(2-(((2R,3R,4R,5S,6S)-6-((7H-purin-6-yl)amino)-4,5-dihydroxy-2-(hydroxymethyl)tetrahydro-2H-pyran-3-yl)amino)-2-oxoethyl)pyrrolidine-1-carboxylate